C(C=C)(=O)OC1=C(C=C(C=C1C1=C(C(=CC(=C1)C)C(C)(C)C)O)C)C(C)(C)C 2-tert-butyl-6-(3-tert-butyl-5-methyl-2-hydroxyphenyl)-4-methylphenyl acrylate